(5-bromo-4-fluoro-1,1-dioxobenzo[d]isothiazol-2(3H)-yl)piperidin-2-one BrC=1C=CC2=C(CN(S2(=O)=O)N2C(CCCC2)=O)C1F